C(C)[C@H]1N(C[C@@H](NC1)CO)C(=O)OC(C)(C)C tert-butyl (2R,5R)-2-ethyl-5-(hydroxymethyl)piperazine-1-carboxylate